2-((4-((5-chloro-2-methyl-2,3-dihydro-1H-inden-2-yl)oxy)-2-methylene-4-oxobutanoyl)oxy)acetic acid ClC=1C=C2CC(CC2=CC1)(C)OC(CC(C(=O)OCC(=O)O)=C)=O